C(C)(C)(C)OC(=O)N1CC2=CC(=C(C=C2CC1)Cl)N 7-amino-6-chloro-3,4-dihydro-1H-isoquinoline-2-carboxylic acid tert-butyl ester